rel-(3R)-Ethyl 3-(1,4-dimethyl-1H-benzo[d][1,2,3]triazol-5-yl)-3-(3-hydroxy-2,3-dihydro-1H-inden-5-yl)propanoate CN1N=NC2=C1C=CC(=C2C)[C@H](CC(=O)OCC)C=2C=C1C(CCC1=CC2)O |o1:11|